N-(3-((2-((3-fluoro-4-(4-methylpiperazin-1-yl)phenyl)amino)-5-(2-hydroxyethyl)-7H-pyrrolo[2,3-d]pyrimidin-4-yl)oxy)phenyl)acrylamide FC=1C=C(C=CC1N1CCN(CC1)C)NC=1N=C(C2=C(N1)NC=C2CCO)OC=2C=C(C=CC2)NC(C=C)=O